2-hydroxy-methylcyclohexyl-acetic acid OC(C(=O)O)(C1CCCCC1)C